(S)-6-(2,4-dimethylpiperazin-1-yl)-2-(4,6-dimethylpyrazolo[1,5-a]pyrazin-2-yl)quinazolin-4(3H)-one C[C@@H]1N(CCN(C1)C)C=1C=C2C(NC(=NC2=CC1)C1=NN2C(C(=NC(=C2)C)C)=C1)=O